O=C1OC2=CC=CC=C2C2(CCC3=CC=CC=C23)C1 2-oxo-spiro[chromane-4,1'-indane]